butyl 4-((2S)-1-(4-(4-(2,6-dioxopiperidin-3-yl)-2-fluorophenyl)piperazin-1-yl)propan-2-yl)piperidine-1-carboxylate O=C1NC(CCC1C1=CC(=C(C=C1)N1CCN(CC1)C[C@@H](C)C1CCN(CC1)C(=O)OCCCC)F)=O